(4-((2-methyl-1H-imidazol-1-yl)methyl)benzylidene)aniline oxide CC=1N(C=CN1)CC1=CC=C(C=[N+](C2=CC=CC=C2)[O-])C=C1